2-(1-(4-((5-chloro-3-fluoropyridin-2-yl)oxy)-3-fluorophenyl)-1H-pyrazol-4-yl)ethan-1-ol ClC=1C=C(C(=NC1)OC1=C(C=C(C=C1)N1N=CC(=C1)CCO)F)F